BrC1=C(C=C(OCC2CC3(C2)CCN(CC3)CC(=O)OCC)C=C1)C ethyl 2-[2-[(4-bromo-3-methyl-phenoxy)methyl]-7-azaspiro[3.5]nonan-7-yl]acetate